BrC1=CC=C(S1)S(=O)(=O)NNC(C(C)C1=CC=C(C=C1)CC(C)C)=O 5-bromo-N'-(2-(4-isobutylphenyl)propanoyl)thiophene-2-sulfonohydrazide